OCC=1C=CC(=NC1)C12CC(C1)(C2)NC(OC(C)(C)C)=O tert-butyl (3-(5-(hydroxymethyl)pyridin-2-yl)bicyclo[1.1.1]pentan-1-yl)carbamate